NC=1C=CC(=C(C1)CC(=O)OC)N1CCN(CC1)C methyl [5-amino-2-(4-methylpiperazin-1-yl)phenyl]acetate